(R)-(2-(1-((2-amino-5-bromopyridin-3-yl)oxy)ethyl)-4-fluorophenyl)methanol NC1=NC=C(C=C1O[C@H](C)C1=C(C=CC(=C1)F)CO)Br